(1-Methyl-2-nitro-1H-imidazol-5-yl)methyl (3-methyl-2-oxo-1-(tetrahydro-2H-pyran-4-yl)-2,3-dihydro-1H-imidazo[4,5-c]pyridin-6-yl)(7-methylquinoxalin-6-yl)carbamate CN1C(N(C2=C1C=NC(=C2)N(C(OCC2=CN=C(N2C)[N+](=O)[O-])=O)C=2C=C1N=CC=NC1=CC2C)C2CCOCC2)=O